C(C1=CC=CC=C1)OC(=O)N1CCN(CC1)S(=O)(=O)C=1C=NC(=CC1)I 4-[(6-iodo-3-pyridinyl)sulfonyl]piperazine-1-carboxylic acid benzyl ester